6-[(Z)-oct-3-enoxy]-6-oxo-hexanoic acid C(C\C=C/CCCC)OC(CCCCC(=O)O)=O